C(C)(=O)NC1=CC=C(C=C1)/C=C/C(=O)C1=CC=C(OC(C(=O)O)C)C=C1 2-[4-[(E)-3-(4-Acetamidophenyl)prop-2-enoyl]phenoxy]propanoic acid